OCCN(C(OC(C)(C)C)=O)C tert-butyl (2-hydroxy ethyl)methylcarbamate